ClC1=CC=C2CCOC3(C[C@@H](NCC3)C)C2=C1 (2'S)-7-chloro-2'-methyl-spiro[isochromane-1,4'-piperidine]